N-(4-isopropylphenyl)-5-pentylpicolinamide hydrogen chloride Cl.C(C)(C)C1=CC=C(C=C1)NC(C1=NC=C(C=C1)CCCCC)=O